C(C)N1CCN(CC1)C=1C=C(C(=O)NC2=NNC3=CN=C(C=C32)C3=C(C=CC=C3OC)F)C=CC1 3-(4-ethylpiperazin-1-yl)-N-(5-(2-fluoro-6-methoxyphenyl)-1H-pyrazolo[3,4-c]pyridin-3-yl)benzamide